C(#N)C1=CC(=C(COC2=CC=CC(=N2)C2=CC=C(OC3=NC4=C(N3C[C@H]3OCC3)C=C(C=C4)C(=O)OC)C=C2)C=C1)F methyl (S)-2-(4-(6-((4-cyano-2-fluorobenzyl)oxy)pyridin-2-yl)phenoxy)-1-(oxetan-2-ylmethyl)-1H-benzo[d]imidazole-6-carboxylate